1-(6-(2-methylbenzoyl)-9-ethylcarbazol-3-yl)-3-cyclopentyl-propane-1-one-oxime benzoate C(C1=CC=CC=C1)(=O)O.CC1=C(C(=O)C=2C=C3C=4C=C(C=CC4N(C3=CC2)CC)C(CCC2CCCC2)=NO)C=CC=C1